pregna-4,6-diene-3,20-dione diethyl ketal C(C)OC1(C=C2C=C[C@H]3[C@@H]4CC[C@H](C(C)=O)[C@]4(CC[C@@H]3[C@]2(CC1)C)C)OCC